S-ethyl thiophosphate P(=O)(SCC)([O-])[O-]